IC1=CN=C(N(C1=C=O)C)N1CCC2(CCCC2=O)CC1 8-(5-iodo-1-methyl-6-carbonyl-1,6-dihydropyrimidin-2-yl)-8-azaspiro[4.5]decan-1-one